1,3,6,7-tetrahydroxyxanthone OC1=CC(=CC=2OC3=CC(=C(C=C3C(C12)=O)O)O)O